1-methoxy-3-(4-((2-phenyl-1-(2,2,2-trifluoroethyl)-1H-indol-4-yl)amino)piperidin-1-yl)propan-2-ol COCC(CN1CCC(CC1)NC1=C2C=C(N(C2=CC=C1)CC(F)(F)F)C1=CC=CC=C1)O